(11-([1,1'-biphenyl]-4-yl)-11H-benzo[a]carbazol-8-yl)boronic acid C1(=CC=C(C=C1)N1C2=CC=C(C=C2C2=CC=C3C(=C12)C=CC=C3)B(O)O)C3=CC=CC=C3